Br[Si](CCCC(F)(F)F)(CCCC(F)(F)F)CCCC(F)(F)F bromo-tris(4,4,4-trifluorobutyl)silane